ethylene glycol TrisHCl Cl.Cl.Cl.C(CO)O